(S)-2-(2-((3'-(1-aminoethyl)-2'-fluoro-5-(6-azaspiro[2.5]octan-6-yl)-[1,1'-biphenyl]-3-yl)methoxy)phenyl)acetic acid N[C@@H](C)C=1C(=C(C=CC1)C1=CC(=CC(=C1)N1CCC2(CC2)CC1)COC1=C(C=CC=C1)CC(=O)O)F